(S)-5-methyl-N-(3-(1-((1-(methyl-d3)-1H-pyrazolo[3,4-b]pyrazin-6-yl)amino)ethyl)phenyl)nicotinamide CC=1C=NC=C(C(=O)NC2=CC(=CC=C2)[C@H](C)NC2=CN=C3C(=N2)N(N=C3)C([2H])([2H])[2H])C1